platinum (IV) trifluoromethanesulfonic acid FC(S(=O)(=O)O)(F)F.[Pt+4]